FC1=CC=C(C=C1)N1C(NN=C(C1=O)C(=O)OCC)=O ethyl 4-(4-fluorophenyl)-3,5-dioxo-2,3,4,5-tetrahydro-1,2,4-triazine-6-formate